N=1N(N=CC1)C1=C(C=CC=C1)C(=O)N1[C@@H]2[C@@H](C[C@H](C1)C2)NC2=NC=C(C=N2)C(F)(F)F (2-(2H-1,2,3-triazol-2-yl)phenyl)((1S,4S,6R)-6-((5-(trifluoromethyl)pyrimidin-2-yl)amino)-2-azabicyclo[2.2.1]heptan-2-yl)methanone